C(C)(C)(C)OC(=O)N(C=1C=CC=2N(C1)C(=CN2)C=2C=C(C(=O)OC)C=CC2)C methyl 3-(6-((tert-butoxycarbonyl)(methyl)amino)imidazo[1,2-a]pyridin-3-yl)benzoate